1-(2-isopropylpyridin-3-yl)-3,8-dimethyl-5,6,7,8-tetrahydroimidazo[1,5-a]pyrazine C(C)(C)C1=NC=CC=C1C=1N=C(N2C1C(NCC2)C)C